[4-(N,N-Dimethylamino)phenyl]di-tert-butylphosphin CN(C)C1=CC=C(C=C1)P(C(C)(C)C)C(C)(C)C